α-aminoacrylic acid NC(C(=O)O)=C